(2-fluoro-5-hydroxyphenyl){6-[3-(6-methoxy-3-pyridyl)-4-(trifluoromethyl)-1-pyrazolyl]-2-aza-2-spiro[3.3]heptyl}methanone FC1=C(C=C(C=C1)O)C(=O)N1CC2(C1)CC(C2)N2N=C(C(=C2)C(F)(F)F)C=2C=NC(=CC2)OC